4-(4-(3,3-difluoroazetidine-1-carbonyl) cyclohexyl)-2,4-dimethylbenzo[d][1,3]dioxazole-5-carboxylate FC1(CN(C1)C(=O)C1CCC(CC1)C1(C(=CC=C2ON(OC21)C)C(=O)[O-])C)F